9,10-bis(n-hexyloxy)anthracene C(CCCCC)OC=1C2=CC=CC=C2C(=C2C=CC=CC12)OCCCCCC